C1(CCCC1)CC=1OC(=CN1)C=1C(=NC(=CC1)C)C1=CC=C2C=CC=NC2=C1 2-(Cyclopentylmethyl)-5-(6-methyl-2-(chinolin-7-yl)pyridin-3-yl)oxazol